C1(CC=CC2=C1CCCC2)=O 1-benzocyclohexanone